FC(CC1=NN(C2=NC=C(C=C21)B2OC(C(O2)(C)C)(C)C)C)F 3-(2,2-difluoroethyl)-1-methyl-5-(4,4,5,5-tetramethyl-1,3,2-dioxaborolan-2-yl)pyrazolo[3,4-b]pyridine